OCCOC1=CC=C(C=C1)C(C1=CC=CC=C1)(C1=CC=CC=C1)C1=CC=C(C=C1)OCCO bis[4-(2-hydroxyethoxy)phenyl]diphenylmethane